CC=1SC(=C(N1)C(F)(F)F)C(=O)O 2-methyl-4-(trifluoromethyl)thiazole-5-carboxylic acid